2-(2,4,6-trifluorophenyl)acetonitrile FC1=C(C(=CC(=C1)F)F)CC#N